ClC1=NC(=CC2=C1NC(=N2)C)Cl 4,6-dichloro-2-methyl-3H-imidazo[4,5-c]pyridine